N-[2,4-difluoro-3-([[3-(2-fluoroethyl)-1-[[2-(trimethylsilyl)ethoxy]methyl]pyrazolo[3,4-b]pyridin-5-yl]oxy]methyl)phenyl]-5-fluoro-2-methoxypyridine-3-sulfonamide FC1=C(C=CC(=C1COC=1C=C2C(=NC1)N(N=C2CCF)COCC[Si](C)(C)C)F)NS(=O)(=O)C=2C(=NC=C(C2)F)OC